methyl-4-((3-(methylsulfonyl)pyridin-2-yl)amino)pyridazine-3-carboxamide CC=1C(=C(N=NC1)C(=O)N)NC1=NC=CC=C1S(=O)(=O)C